ClC1=CC=C(C=C1)C1=C2C(=NN(C1=O)C1=CC=C(C=C1)OC)C=CC(=N2)OCC 4-(4-chlorophenyl)-6-ethoxy-2-(4-methoxyphenyl)pyrido[3,2-c]pyridazin-3(2H)-one